C1N(CCC2=CC=CC=C12)[C@H]1[C@@H](CNC1)O trans-4-(3,4-dihydroisoquinolin-2(1H)-yl)pyrrolidin-3-ol